3-ethoxy-4-[(prop-2-yn-1-yl)amino]cyclobut-3-ene-1,2-dione C(C)OC=1C(C(C1NCC#C)=O)=O